OC1(CC1)C1=NN(C=N1)C1CC2(CN(C2)C(=O)N2CC3(C2)CC(C3)CC=3C=CC(=C(C#N)C3)C(F)(F)F)C1 5-[[2-[6-[3-(1-hydroxycyclopropyl)-1,2,4-triazol-1-yl]-2-azaspiro[3.3]heptane-2-carbonyl]-2-azaspiro[3.3]heptane-6-yl]methyl]-2-(trifluoromethyl)benzonitrile